C(C)OC(=O)C=1NC2=CC(=CC(=C2C1)OCC1=CC=CC=C1)F 4-(benzyloxy)-6-fluoro-1H-indole-2-carboxylic acid ethyl ester